FC1=C(OC2=CC3=C(N=C(N=C3)N[C@@H](C(C)C)CO)N(C2=O)C)C=CC=C1 6-(2-fluorophenoxy)-2-{[(1S)-1-(hydroxymethyl)-2-methylpropyl]amino}-8-methylpyrido[2,3-d]pyrimidin-7(8H)-one